ClC=1C=C2C=NN(C2=CC1C#CCC(C)(O)C)C1OCCCC1 5-(5-chloro-1-tetrahydropyran-2-yl-indazol-6-yl)-2-methyl-pent-4-yn-2-ol